(R)-1-(5-bromo-4-fluoro-2-(1-fluoro-3-hydroxypropan-2-yloxy)phenyl)propan-1-one BrC=1C(=CC(=C(C1)C(CC)=O)O[C@@H](CF)CO)F